COC1=CC=C(C=N1)C1=NC(=C2C(=N1)N(N=C2)C2=CC=CC=C2)NC(=O)C=2SC(=CC2)[N+](=O)[O-] N-(6-(6-methoxypyridin-3-yl)-1-phenyl-1H-pyrazolo[3,4-d]pyrimidin-4-yl)-5-nitrothiophene-2-carboxamide